N=S=O IMINOSULFANONE